(2S)-5,5-dimethyl-2-{[(1R)-1-(5,6,7,8-tetrahydronaphthalen-2-yl)ethyl]amino}hexanoic acid CC(CC[C@@H](C(=O)O)N[C@H](C)C1=CC=2CCCCC2C=C1)(C)C